ethyl 1-((tert-butylsulfinyl) amino)-2,3-dihydro-1H-pyrrolizine-5-carboxylate C(C)(C)(C)S(=O)NC1CCN2C(=CC=C12)C(=O)OCC